C1(=CC=CC2=CC=CC=C12)S(=O)(=O)C=1C=C(C=CC1)NC(NC1=CC(=CC=C1)S(=O)(=O)C1=CC=CC2=CC=CC=C12)=O bis-[3-(1-naphthalenesulfonyl)phenyl]urea